C(C)C1=NN(C(C2=CC=C(C=C12)N1N=C(N(C1=O)CC)CO)=O)C1=C(C=CC=C1)C 4-Ethyl-6-(4-ethyl-3-(hydroxymethyl)-5-oxo-4,5-dihydro-1H-1,2,4-triazole-1-Yl)-2-(o-tolyl)phthalazin-1(2H)-one